8-((3R,4R)-4-(4-Isopropylphenoxy)-3-methylpiperidin-1-yl)-5-methyl-6-oxo-5,6-dihydro-1,5-naphthyridin-2-carbonitril C(C)(C)C1=CC=C(O[C@H]2[C@@H](CN(CC2)C2=CC(N(C=3C=CC(=NC23)C#N)C)=O)C)C=C1